ClC=1C=C(C=CC1F)NC(=O)[C@@H]1N(S(N[C@@H](C1)C)(=O)=O)C Cis-N-(3-chloro-4-fluorophenyl)-2,5-dimethyl-1,2,6-thiadiazinane-3-carboxamide 1,1-dioxide